[N+](=[N-])=C(C(C)=O)P(OC)(OC)=O dimethyl (1-diazo-2-oxopropyl)-phosphonate